C(CCCCCCC(=O)[O-])(=O)OCC\C=C/CCCCC O1-[(Z)-non-3-enyl] octanedioate